1,1-Dimethyl-2-[(E)-2-(naphthalen-2-yl)ethenyl]-1H-benzo[e]indole CC1(C(=NC=2C=CC3=C(C12)C=CC=C3)\C=C\C3=CC1=CC=CC=C1C=C3)C